C(C)(C)(C)OC(/C=C/C1=CC(=C(C(=O)OC)C=C1)C)=O Methyl (E)-4-(3-(tert-butoxy)-3-oxoprop-1-en-1-yl)-2-methylbenzoate